L-1-butyl-3-methylimidazole bis(trifluoromethanesulfonyl)imide salt [N-](S(=O)(=O)C(F)(F)F)S(=O)(=O)C(F)(F)F.C(CCC)N1CN(C=C1)C